rac-6-(2-Chloro-3-methoxyphenyl)-N-((1R,3S)-3-methoxycyclopentyl)-2-(1-methyl-1H-imidazol-2-yl)-5-phenylpyrrolo[2,1-f][1,2,4]triazin-4-amine ClC1=C(C=CC=C1OC)C=1C(=C2C(=NC(=NN2C1)C=1N(C=CN1)C)N[C@H]1C[C@H](CC1)OC)C1=CC=CC=C1 |r|